N[C@H](CO)CC(C)C (S)-2-amino-4-methylpentanol